[Cl-].OCC(N)(CO)CO tris[hydroxymethyl]-methylamine chloride